t-butyl R-3-hydroxypent-4-enoate O[C@H](CC(=O)OC(C)(C)C)C=C